1-Methyl-N5,N6-di-p-tolyl-2-(trifluoromethyl)-imidazo[4,5-b]pyrazine-5,6-diamine CN1C(=NC=2C1=NC(=C(N2)NC2=CC=C(C=C2)C)NC2=CC=C(C=C2)C)C(F)(F)F